NC1=NC=2C=C(C(=CC2C2=C1COC2)C(=O)N2C[C@H](CC2)C2=NC=C(C=C2)C(F)(F)F)Cl (4-amino-7-chloro-1,3-dihydrofuro[3,4-c]quinolin-8-yl)((3S)-3-(5-(trifluoromethyl)-2-pyridinyl)-1-pyrrolidinyl)methanone